N-[(2-Amino-6-methoxy-3-pyridyl)sulfonyl]-6-(6-isopropoxy-3-pyridyl)-2-[(4S)-2,2,4-trimethylpyrrolidin-1-yl]pyridin-3-carboxamid NC1=NC(=CC=C1S(=O)(=O)NC(=O)C=1C(=NC(=CC1)C=1C=NC(=CC1)OC(C)C)N1C(C[C@@H](C1)C)(C)C)OC